5-chloroindole ClC=1C=C2C=CNC2=CC1